BrC=1C=C2C(=C(N1)C)NN=C2 5-bromo-7-methyl-1H-pyrazolo[3,4-c]pyridine